2-(3-Isopropyl-2-(8-methoxy-[1,2,4]triazolo[1,5-a]pyridin-6-yl)-1H-indol-5-yl)morpholin C(C)(C)C1=C(NC2=CC=C(C=C12)C1CNCCO1)C=1C=C(C=2N(C1)N=CN2)OC